CN(C1=CC(=C(C=C1)OC)NC([C@@H](NC(C1=CC=CC=C1)=O)C)=O)C1=CC(OC2=CC=CC=C12)=O 4-(N-methyl-N-(3-(N-benzoyl-L-alanylamino)-4-methoxyphenyl)-amino)coumarin